7-(quinolin-6-ylmethoxy)-3,4-dihydroisoquinoline-2(1H)-carboxylic acid tert-butyl ester C(C)(C)(C)OC(=O)N1CC2=CC(=CC=C2CC1)OCC=1C=C2C=CC=NC2=CC1